(R)-7-methyl-6-(6-methyl-1H-pyrrolo[2,3-b]pyridin-4-yl)-4-(1-(methylsulfonyl)-1,2,3,6-tetrahydropyridin-4-yl)-5,6,7,8-tetrahydropyrido[4,3-d]pyrimidine C[C@@H]1CC=2N=CN=C(C2CN1C1=C2C(=NC(=C1)C)NC=C2)C=2CCN(CC2)S(=O)(=O)C